ClC1=CC(=C(COC2=CC=CC(=N2)C2=CC(=C(CC3=NC4=C(N3CCOC)C=CC=C4)C=C2)[N+](=O)[O-])C=C1)F 2-(4-(6-(4-Chloro-2-fluorobenzyloxy)pyridin-2-yl)-2-nitrobenzyl)-1-(2-methoxyethyl)-1H-benzo[d]imidazol